1-oxa-8-azaspiro[4.5]decane HCl Cl.O1CCCC12CCNCC2